C(C=C)[Si]1(C[SiH2]C1)CC=C 1,1-diallyl-1,3-disilacyclobutane